C(C)S(=O)(=O)C=1C(=NN(C1)C)C1=NC2=C(C=NC(=C2)C(F)(F)F)N1C 4-(ethylsulfonyl)-1-methyl-3-(3-methyl-6-(trifluoromethyl)-3H-imidazo[4,5-c]pyridin-2-yl)-1H-pyrazole